[tris(propan-2-yl)silyl]oxy(methyl)-2-oxa-5-azabicyclo[4.1.0]heptane-5-carboxylate CC(C)[Si](OC1OC2(CC2N(C1)C(=O)[O-])C)(C(C)C)C(C)C